N1(C=NC=C1)C1=CC(=CC(=N1)C(=O)N[C@H]1C(NCCC1)=O)C (R)-6-(1H-imidazol-1-yl)-4-methyl-N-(2-oxopiperidin-3-yl)picolinamide